C(C1=CC=CC=C1)OC(=O)N[C@@H](CCC(N)=O)C(=O)O N-(benzyloxycarbonyl)glutamine